(E)-5-(5-((3,5-dibromo-2,4-dihydroxybenzylidene)amino)-1H-benzo[d]imidazol-2-yl)pyridin-2(1H)-one BrC=1C(=C(\C=N\C2=CC3=C(NC(=N3)C=3C=CC(NC3)=O)C=C2)C=C(C1O)Br)O